4-[3-[2-(cyclopropoxy)-3-pyridyl]pyrazolo[1,5-a]pyrimidin-5-yl]piperazine-1-carboxylate C1(CC1)OC1=NC=CC=C1C=1C=NN2C1N=C(C=C2)N2CCN(CC2)C(=O)[O-]